4,4'-(3,3,5-trimethyl-1,1-cyclohexanediyl)bisphenol CC1(CC(CC(C1)C)(C1=CC=C(C=C1)O)C1=CC=C(C=C1)O)C